ClC1=C(C(=O)N2COC3=C(C2)C=CC=C3C3=CC(=C(C(=O)O)C=C3F)N3C2COCC3CC2)C(=CC(=C1)N1CC2(CN(C2)C2CC2)C1)Cl 4-[3-[2,6-Dichloro-4-(2-cyclopropyl-2,6-diazaspiro[3.3]heptan-6-yl)benzoyl]-2,4-dihydro-1,3-benzoxazin-8-yl]-5-fluoro-2-(3-oxa-8-azabicyclo[3.2.1]octan-8-yl)benzoic acid